C(=O)C=1C(=C2C=C(N(C2=CC1)CC=1C=NN(C1)C(C1=CC=CC=C1)(C1=CC=CC=C1)C1=CC=CC=C1)C#N)C 5-formyl-4-methyl-1-((1-trityl-1H-pyrazol-4-yl)methyl)-1H-indole-2-carbonitrile